2-Chloro-N,N-dimethyl-2-(3-(trifluoromethyl)phenyl)ethan-1-amine ClC(CN(C)C)C1=CC(=CC=C1)C(F)(F)F